1-(1Z-hexadecenyl)-2-(4Z,7Z,10Z,13Z,16Z,19Z-docosahexaenoyl)-glycero-3-phosphoserine CCCCCCCCCCCCCC/C=C\OC[C@H](COP(=O)(O)OC[C@@H](C(=O)O)N)OC(=O)CC/C=C\C/C=C\C/C=C\C/C=C\C/C=C\C/C=C\CC